C(C1=CC=CC=C1)OC1=CC=CC(=N1)N1CCN(CC1)C(C)=O 1-(4-(6-(benzyloxy)pyridin-2-yl)piperazin-1-yl)ethan-1-one